N1OCC2C1=C1N(CCC2)NC2=C1C=NC=C2 tetrahydro-4H-isoxazolo[3,4-c]pyrido[4',3':3,4]pyrazolo[1,5-a]azepine